ClC=1C=C(C=CC1)C1N=C(CC1)OC 2-(3-chlorophenyl)-5-methoxy-3,4-dihydro-2H-pyrrole